ClC1=CC=C2C(=N1)N=C(O2)N2CCN(CC2)C(=O)C2=CC=C(C=C2)C2=NN(C=N2)CC2(CC2)C [4-(5-chlorooxazolo[4,5-b]pyridin-2-yl)piperazin-1-yl]-[4-[1-[(1-methylcyclopropyl)methyl]-1,2,4-triazol-3-yl]phenyl]methanone